[4-(1-cyclopropylmethyl-1H-pyrazol-4-yl)-benzyl]-[6-(7-methoxy-imidazo[1,2-a]pyridin-3-yl)-pyrimidin-4-yl]-amine C1(CC1)CN1N=CC(=C1)C1=CC=C(CNC2=NC=NC(=C2)C2=CN=C3N2C=CC(=C3)OC)C=C1